2-Methoxy-4-(methylsulfinyl)-1-nitrobenzene COC1=C(C=CC(=C1)S(=O)C)[N+](=O)[O-]